2-[(1-methyl-1H-pyrazol-4-yl)amino]-4-[[(1H-indol-3-yl)methyl]amino]pyrimidin-5-carboxamide CN1N=CC(=C1)NC1=NC=C(C(=N1)NCC1=CNC2=CC=CC=C12)C(=O)N